C(C=C)(=O)N1CCN(CC1)C1=NC(N2C3=C(C(=C(C=C13)Cl)C1=C(C=CC=C1O)F)OC[C@@H]2CO)=O (3S)-7-(4-acryloylpiperazin-1-yl)-9-chloro-10-(2-fluoro-6-hydroxyphenyl)-3-(hydroxymethyl)-2H-[1,4]oxazino[2,3,4-ij]quinazolin-5(3H)-one